1-methyl-N4-((2-methyl-1-phenyl-1H-imidazol-5-yl)methyl)-1H-benzo[d]imidazole-2,4-diamine CN1C(=NC2=C1C=CC=C2NCC2=CN=C(N2C2=CC=CC=C2)C)N